C1(CC1)COC1=C(C=CC(=N1)C(=O)NC(C(=O)OCC)(CC)CC)N1CC(C1)OC Ethyl 2-(6-(cyclopropylmethoxy)-5-(3-methoxyazetidin-1-yl) picolinamido)-2-ethylbutyrate